4-(3-bromophenyl)-5-(4-methoxyphenyl)-2-(trifluoromethyl)pyridine BrC=1C=C(C=CC1)C1=CC(=NC=C1C1=CC=C(C=C1)OC)C(F)(F)F